Tertiary-butyl methyl ether COC(C)(C)C